(E)-2-iodo-3-tosylpropionitrile IC(C#N)CS(=O)(=O)C1=CC=C(C)C=C1